N1=COC(C2=C1C=CC=C2)=O 3,1-benzoxazin-4-one